ClC1=CC=C2C(=C1)N(C([C@]21C[C@@H](N[C@@H](C1)C=1N=NN(C1)C)C)=O)CC1=CC=C(C=C1)OC (2'S,3S,6'S)-6-chloro-1-[(4-methoxyphenyl)methyl]-2'-methyl-6'-(1-methyltriazol-4-yl)spiro[indoline-3,4'-piperidine]-2-one